5-chloro-2-(3'-t-butyl-2'-hydroxy-5'-methylphenyl)benzotriazoleVanillic acid ClC1=C(C=2C(=NN(N2)C2=C(C(=CC(=C2)C)C(C)(C)C)O)C=C1)C1=CC(=C(C=C1C(=O)O)OC)O